4-fluoro-3-(methoxymethoxy)naphthalen-1-ol FC1=C(C=C(C2=CC=CC=C12)O)OCOC